1-(2,4-dichlorophenoxy)-3-((3-methoxy-4-(2-(4-methylpiperidin-1-yl)ethoxy)benzyl)(methyl)amino)propan-2-ol ClC1=C(OCC(CN(C)CC2=CC(=C(C=C2)OCCN2CCC(CC2)C)OC)O)C=CC(=C1)Cl